BrCCOC1=C(C=O)C=C(C(=C1)OCC1=C(C(=CC=C1)C1=CC2=C(OCCO2)C=C1)C)Cl 2-(2-bromoethoxy)-5-chloro-4-((3-(2,3-dihydrobenzo[b][1,4]dioxin-6-yl)-2-methylbenzyl)oxy)benzaldehyde